C1(CCCCC1)C(=O)N1CCC1 N-(cyclohexylcarbonyl)-azetidine